[6-{[2-(4-isopropylphenyl)imidazo[1,2-a]pyrimidin-3-yl]methyl}-2,6-diazabicyclo[3.2.2]non-2-yl](6-methoxypyridin-2-yl)methanone C(C)(C)C1=CC=C(C=C1)C=1N=C2N(C=CC=N2)C1CN1C2CCN(C(C1)CC2)C(=O)C2=NC(=CC=C2)OC